2-cyano-3-(4-hydroxy-3,5-diisopropylphenyl)-N-(3-phenylpropyl)acrylamide C(#N)C(C(=O)NCCCC1=CC=CC=C1)=CC1=CC(=C(C(=C1)C(C)C)O)C(C)C